C(C)OC(C(CN1N=CC=C1)OC(NC1=C(SC=C1C)C)=O)=O 2-{[(2,4-dimethylthiophen-3-yl)carbamoyl]Oxy}-3-(1H-pyrazol-1-yl)propionic acid ethyl ester